(S)-3-(1-aminoethyl)-6-chloro-7-methoxyquinolin-2(1H)-one hydrochloride salt Cl.N[C@@H](C)C=1C(NC2=CC(=C(C=C2C1)Cl)OC)=O